FC=1C=C2C(C(N(C2=CC1)C1CCN(CC1)C1CCC(CC1)C(C)C)=O)NC(C)=O N-(5-fluoro-1-(1-((1s,4s)-4-isopropylcyclohexyl)piperidin-4-yl)-2-oxoindolin-3-yl)acetamide